CO[Si](OC)(OC)CCCN(CCN(CCC[Si](OC)(OC)OC)CCC[Si](OC)(OC)OC)CCC[Si](OC)(OC)OC N,N,N',N'-tetrakis(trimethoxysilylpropyl)ethylenediamine